FC(CN1CCCCC1)F 1-(2,2-difluoroethyl)piperidine